trans-N-(4-((5-fluoro-4-(2-oxo-2H-[1,2'-bipyridin]-6'-yl)pyrimidin-2-yl)amino)cyclohexyl)acetamide FC=1C(=NC(=NC1)N[C@@H]1CC[C@H](CC1)NC(C)=O)C1=CC=CC(=N1)N1C(C=CC=C1)=O